5-(1-methylcyclopropyl)isoxazol-3-amine CC1(CC1)C1=CC(=NO1)N